4,4-dibutyl-6-p-bromophenyl-1,3,5-triazine C(CCC)C1(NC=NC(=N1)C1=CC=C(C=C1)Br)CCCC